N-((R)-1-(8-bromo-6-cyclopropylimidazo[1,2-a]pyridin-2-yl)ethyl)-2-methylpropane-2-sulfinamide BrC=1C=2N(C=C(C1)C1CC1)C=C(N2)[C@@H](C)NS(=O)C(C)(C)C